(R)-N-(1-(3-amino-5-(trifluoromethyl)phenyl)ethyl)-6-(2-(cyclopropylmethoxy)ethoxy)-7-methoxy-2-methylquinazolin-4-amine NC=1C=C(C=C(C1)C(F)(F)F)[C@@H](C)NC1=NC(=NC2=CC(=C(C=C12)OCCOCC1CC1)OC)C